C(C)(C)(C)C=1C=C(C2=C(C(C(O2)=O)C2=CC=C(C=C2)O)C1)C(C)(C)C 5,7-di-tert-butyl-3-(4-hydroxyphenyl)benzofuran-2(3H)-one